OCCOCCOCCON(CCN)OCCOCCOCCO N,N-bis{2-[2-(2-hydroxyethoxy)ethoxy]ethoxy}ethylenediamine